FC1=CC=C(C=C1)N1N=CC2=CC(=C(C=C12)C)N1C[C@H](CC1)N(S(=O)(=O)C=1C=NN(C1)C)C (S)-N-(1-(1-(4-fluorophenyl)-6-methyl-1H-indazol-5-yl)pyrrolidin-3-yl)-N,1-dimethyl-1H-pyrazole-4-sulfonamide